CC1(C(CC=C1C)CCC1(CC1)CO)C [1-[2-(2,2,3-trimethylcyclopent-3-en-1-yl)ethyl]cyclopropyl]methanol